C(C)[C@@H]1OC2=C(N=CC=3C=CC=CC23)CN(C1)C(=O)OC(C)(C)C tert-butyl (S)-2-ethyl-2,3-dihydro-[1,4]oxazepino[6,7-c]isoquinoline-4(5H)-carboxylate